[Ni].[Fe].[Cu] copper-iron-nickel